COC(=O)C=1N(C2=CC(=CC=C2C1)CC1=CC=CC=C1)C(=O)OC(C)(C)C 6-benzyl-1H-indole-1,2-dicarboxylic acid 1-tert-butyl ester 2-methyl ester